C(C)OC(CC1=COC2=C1C=CC=C2)=O 2-(1-benzofuran-3-yl)acetic acid ethyl ester